N[C@@H]1C2=CC=CC=C2CC12CCN(CC2)C2=C(C=1C(=NC=C(N1)SC1=C(C(=CC=C1)Cl)Cl)N2)C(=O)OC methyl (S)-6-(1-amino-1,3-dihydrospiro[indene-2,4'-piperidin]-1'-yl)-2-((2,3-dichlorophenyl)thio)-5H-pyrrolo[2,3-b]pyrazine-7-carboxylate